tert-butyl (S)-2-(6-chloro-2-(pyrimidin-4-yl)-1,2,3,4-tetrahydroisoquinolin-8-yl)pyrrolidine-1-carboxylate ClC=1C=C2CCN(CC2=C(C1)[C@H]1N(CCC1)C(=O)OC(C)(C)C)C1=NC=NC=C1